N1=CC=C(C=C1)C1=NN=CS1 5-pyridin-4-yl-1,3,4-thiadiazol